C(CCCCCCCCCCCCCCCCC)C(C(=O)N)CC1=CC(=C(C(=C1)C(C)(C)C)O)C(C)(C)C stearyl-3-(3,5-di-tert-butyl-4-hydroxyphenyl)propionamide